O[C@@H](CC(=O)OC)CO methyl (S)-3,4-dihydroxybutanoate